Hexadecyltri-methylammonium hydroxid [OH-].C(CCCCCCCCCCCCCCC)[N+](C)(C)C